COC(=O)C=1C=CC=NC1 5-(methoxycarbonyl)pyridin